BrC=1SC(=NN1)Cl 2-bromo-5-chloro-1,3,4-thiadiazole